ClC1=NC=C(C(=C1)C1=C(C=NC(=C1)C)C(=O)NC=1SC2=C(N1)CN(C2)C(C2=C(N=C(C=C2)OC(F)F)C)=O)OC 2'-chloro-N-(5-(6-(difluoromethoxy)-2-methylnicotinoyl)-5,6-dihydro-4H-pyrrolo[3,4-d]thiazol-2-yl)-5'-methoxy-6-methyl-[4,4'-bipyridine]-3-carboxamide